ClC[C@@H](COC1=C(C=C(C=C1)C(C)(C)C1=CC=C(C=C1)OC[C@@H](CN1CCSCC1)O)I)O (R)-1-chloro-3-(4-(2-(4-((R)-2-hydroxy-3-thiomorpholinopropoxy)phenyl)propan-2-yl)-2-iodophenoxy)propan-2-ol